methacrylic acid-2-methyl-2-adamantyl ester CC1(C2CC3CC(CC1C3)C2)OC(C(=C)C)=O